3-morpholino-1-propanesulphonic acid O1CCN(CC1)CCCS(=O)(=O)O